N,N,N-trimethylethylammonium chloride [Cl-].C[N+](C)(C)CC